The molecule is a 4-hydroxy-L-glutamic acid. It has a role as a Saccharomyces cerevisiae metabolite. It derives from a L-glutamic acid. It is a conjugate acid of an erythro-4-hydroxy-L-glutamate(1-). C([C@@H](C(=O)O)N)[C@H](C(=O)O)O